C(C)(C)[C@@H]1N(C(OC1)=O)C([C@H](CCCCCCCCCCCC)C)=O (S)-4-isopropyl-3-((S)-2-methyltetradecanoyl)oxazolidin-2-one